C(C)(C)(C)N(C(C)(C)C)[SiH3] bis(tert-butyl)aminosilane